tert-butyl (3S,4R)-3-fluoro-4-((2-((4-(methylsulfonamido)cyclohexylidene)methyl)-3-(2,2,2-trifluoroethyl)benzo[b]thiophen-7-yl)amino)piperidine-1-carboxylate F[C@H]1CN(CC[C@H]1NC1=CC=CC2=C1SC(=C2CC(F)(F)F)C=C2CCC(CC2)NS(=O)(=O)C)C(=O)OC(C)(C)C